ClC=1C=C2C=CN(C2=C(C1)C1=C2C(=NC=C1)C=C(S2)CN2C(C(=C(C2=O)C)C)=O)CC2(CCNCC2)C#N 4-((5-Chloro-7-(2-((3,4-dimethyl-2,5-dioxopyrrol-1-yl)methyl)thieno[3,2-b]Pyridin-7-yl)-1H-indol-1-yl)methyl)piperidine-4-carbonitrile